Phosphaphenanthren oxid P1(=CC=CC=2C3=CC=CC=C3C=CC12)=O